C(C)OC(C[C@@H]1[C@H](CCC1)OS(=O)(=O)C)=O ethyl-2-[(1R,2S)-2-(methanesulfonyloxy)cyclopentyl]acetate